1-((3-(5-ethyl-4-oxo-7-propyl-4,5-dihydro-3H-pyrrolo[3,2-d]pyrimidin-2-yl)-4-propoxyphenyl)piperidin-4-yl)ethylene glycol dinitrate [N+](=O)([O-])OC(CO[N+](=O)[O-])C1CCN(CC1)C1=CC(=C(C=C1)OCCC)C=1NC(C2=C(N1)C(=CN2CC)CCC)=O